octyl 3,4,5-trihydroxybenzoate OC=1C=C(C(=O)OCCCCCCCC)C=C(C1O)O